[N+](=O)([O-])C[C@@H](C1=CC=CC=C1)C(C(=O)OCC)C(=O)OCC (R)-Diethyl 2-(2-nitro-1-phenylethyl)malonate